3-methyl-8-(2-(methylamino)pyrimidin-5-yl)-1-(4-(piperazin-1-yl)-3-(trifluoromethyl)phenyl)-1,3-dihydro-2H-imidazo[4,5-c]quinolin-2-one CN1C(N(C2=C1C=NC=1C=CC(=CC21)C=2C=NC(=NC2)NC)C2=CC(=C(C=C2)N2CCNCC2)C(F)(F)F)=O